N1=CC(=CC=C1)CC1=CC=C(CC2=NOC(=C2)C=2C(=NC=CC2)N)C=C1 3-(3-(4-(pyridin-3-ylmethyl)benzyl)isoxazol-5-yl)pyridin-2-amine